C1(CCCC1)NC=1C2=C(N=C(N1)C#CCO)N(C=C2)[C@H]2[C@@H]([C@@H]([C@H](O2)COCP(O)(O)=O)O)O [(2R,3S,4R,5R)-5-[4-(cyclopentylamino)-2-(3-hydroxyprop-1-ynyl)pyrrolo[2,3-d]-pyrimidin-7-yl]-3,4-dihydroxy-tetrahydro-furan-2-yl]methoxy-methylphosphonic acid